1-(pyridazin-3-yl)piperidin-4-amine N1=NC(=CC=C1)N1CCC(CC1)N